FC(C1=NN=C(S1)C1=NC=C2N1C=C(C=C2N2C[C@@H](O[C@H](C2)C)C)S(=O)(=O)NC2(C(C2)F)C)F 3-(5-(difluoromethyl)-1,3,4-thiadiazol-2-yl)-8-((2S,6S)-2,6-dimethylmorpholino)-N-(2-fluoro-1-methylcyclopropyl)imidazo[1,5-a]pyridine-6-sulfonamide